tert-butyl (3r,4r)-4-{[4-(1-tert-butyl-4-fluoro-1H-benzoimidazol-6-yl)-5-chloropyridin-2-yl] amino}-3-hydroxypiperidine-1-carboxylate C(C)(C)(C)N1C=NC2=C1C=C(C=C2F)C2=CC(=NC=C2Cl)N[C@H]2[C@@H](CN(CC2)C(=O)OC(C)(C)C)O